BocRuthenium(IV) oxide C(=O)(OC(C)(C)C)[Ru+]=O